allyl (6aS)-3-(3-bromopropoxy)-2,6-dimethoxy-8-(4-methoxyphenyl)-12-oxo-6,6a,9,10-tetrahydrobenzo[e]pyrido[1,2-a][1,4]diazepine-5(12H)-carboxylate BrCCCOC=1C(=CC2=C(N(C([C@H]3N(C2=O)CCC(=C3)C3=CC=C(C=C3)OC)OC)C(=O)OCC=C)C1)OC